8-(6-((1-(3-azabicyclo[3.1.0]hexan-3-ylmethyl)cyclopropoxy)methyl)pyridin-3-yl)-1-isopropyl-3-methyl-1H-imidazo[4,5-c]cinnolin-2(3H)-one C12CN(CC2C1)CC1(CC1)OCC1=CC=C(C=N1)C1=CC=2C3=C(N=NC2C=C1)N(C(N3C(C)C)=O)C